C(CCC)OS(=O)(=O)C(CCCC)(CCCC)CCCC tetra-n-butyl-methanesulfonic acid